NCC1=CC(=C(C=C1)P(C)(C)=O)OC(F)(F)F (4-(aminomethyl)-2-(trifluoromethoxy)phenyl)dimethylphosphine oxide